S1C(=NN=C1)S.[K] Potassium 1,3,4-thiadiazole-2-thiol